2-(3-(2-(((3S,4S)-4-fluoropiperidin-3-yl)amino)pyrimidin-4-yl)-7-methoxyimidazo[1,2-a]pyridin-6-yl)propan-2-ol F[C@@H]1[C@H](CNCC1)NC1=NC=CC(=N1)C1=CN=C2N1C=C(C(=C2)OC)C(C)(C)O